3-[2-(2,6-dimethyl-piperidin-1-yl)-acetylamino]-propionic acid-(2,5-dioxo-pyrrolidin-1-yl) ester O=C1N(C(CC1)=O)OC(CCNC(CN1C(CCCC1C)C)=O)=O